O[C@H]1[C@H](CCCC1)N1C(N=CC=C1C1=CC=C(C=C1)OC(F)(F)F)C=1C=NN(C1)C N-[(1S,2R)-2-Hydroxycyclohexyl]-2-(1-methyl-1H-pyrazol-4-yl)-6-[4-(trifluoromethoxy)phenyl]pyrimidin